2,2'-azobis(isobutylamide) dihydrate O.O.N(=NC(C[NH-])(C)C)C(C[NH-])(C)C